5-bromo-5-nitro-1,3-dioxanpropanediol BrC1(COC(OC1)CCC(O)O)[N+](=O)[O-]